FC=1C=C(O[C@@H]2N(CCC2)C(=CC(=O)N(C)C)C)C=C(C1[C@H]1N([C@@H](CC2=C3C(=CC=C12)NC(O3)=O)C)CC(F)(F)F)F (S)-3-((3,5-difluoro-4-((6S,8R)-8-methyl-2-oxo-7-(2,2,2-trifluoroethyl)-2,3,6,7,8,9-hexahydrooxazolo[5,4-f]isoquinolin-6-yl)phenoxy)pyrrolidin-1-yl)-N,N-dimethylbut-2-enamide